Methyl 1-(2-((tert-butoxycarbonyl)amino)ethyl)-1H-indazole-5-carboxylate Methyl-1H-indazole-5-carboxylate COC(=O)C=1C=C2C=NNC2=CC1.C(C)(C)(C)OC(=O)NCCN1N=CC2=CC(=CC=C12)C(=O)OC